4-(4-cyano-3-hydroxy-6-o-tolyl-quinolin-2-yl)-4-oxo-butyric acid ethyl ester C(C)OC(CCC(=O)C1=NC2=CC=C(C=C2C(=C1O)C#N)C1=C(C=CC=C1)C)=O